4-bromo-1-(bromomethyl)-2-fluoro-benzene BrC1=CC(=C(C=C1)CBr)F